azetidin-3-ylmethyl (S)-1-(4-(6-(5-(6-methylpyridin-2-yl)-1H-imidazol-4-yl)quinolin-3-yl)benzyl)piperidine-3-carboxylate CC1=CC=CC(=N1)C1=C(N=CN1)C=1C=C2C=C(C=NC2=CC1)C1=CC=C(CN2C[C@H](CCC2)C(=O)OCC2CNC2)C=C1